methyl-N2-(4-(4-methyl-4H-1,2,4-triazol-3-yl)-2-aminophenyl)-N8-neopentylpyrido[3,4-d]pyrimidine-2,8-diamine CC=1C2=C(N=C(N1)NC1=C(C=C(C=C1)C1=NN=CN1C)N)C(=NC=C2)NCC(C)(C)C